1-(4,4,5,5-tetramethyl-1,3,2-dioxaborolan-2-yl)-10H-benzo[4,5]thieno[3,2-b]indole CC1(OB(OC1(C)C)C1=CC=CC=2C3=C(NC12)C1=C(S3)C=CC=C1)C